((S)-1-(2,3-Difluorophenyl)isoindolin-2-yl)-N-((R,E)-4-(methylsulfonyl)but-3-en-2-yl)pyrazine-2-carboxamide FC1=C(C=CC=C1F)[C@H]1N(CC2=CC=CC=C12)C=1C(=NC=CN1)C(=O)N[C@H](C)\C=C\S(=O)(=O)C